COC1=CC=C(CN2N=C(C=3C(CCCC23)OCC2=CC=C(C=C2)OC)C(F)(F)F)C=C1 1-(4-methoxybenzyl)-4-((4-methoxybenzyl)oxy)-3-(trifluoromethyl)-4,5,6,7-tetrahydro-1H-indazol